N-(1-(2-oxo-2-(5-(p-tolyloxy)-2-azaspiro[3.4]octan-2-yl)ethyl)-1H-pyrazol-4-yl)-3,4-dihydro-2H-benzo[b][1,4]oxazine-2-carboxamide O=C(CN1N=CC(=C1)NC(=O)C1CNC2=C(O1)C=CC=C2)N2CC1(C2)C(CCC1)OC1=CC=C(C=C1)C